4-[3-(2-Ethoxyphenyl)-3-oxoprop-1-en-1-yl]benzoic acid C(C)OC1=C(C=CC=C1)C(C=CC1=CC=C(C(=O)O)C=C1)=O